FC1=C(C(=CC=C1)F)N1N=C(C=CC1=O)C(=O)NC1=C(C2=C(N(N=N2)C(C)C)C=C1)N1CC2(CC2)[C@H](C1)NC(=O)OC(C)(C)C 2-methylpropan-2-yl {[(7R)-5-[5-({[1-(2,6-difluorophenyl)-6-oxo-1,2-diazin-3-yl]carbonyl}amino)-1-(prop-2-yl)benzo[d][1,2,3]triazol-4-yl]-5-azaspiro[2.4]heptan-7-yl]amino}methanoate